3a,4,5,7a-tetrahydro-1H-indene C1C=CC2CCC=CC12